amino-2-((2R,4S,5R)-4-hydroxy-5-(hydroxymethyl)tetrahydrofuran-2-yl)-1,2,4-triazin-3(2H)-one NC1=NC(N(N=C1)[C@@H]1O[C@@H]([C@H](C1)O)CO)=O